5-ethyl-6-fluoro-4-(8-fluoro-2-((2-methylenetetrahydro-1H-pyrrolizin-7a(5H)-yl)methoxy)-4-(2,2,2-trifluoroethoxy)pyrido[4,3-d]pyrimidin-7-yl)naphthalen-2-ol C(C)C1=C2C(=CC(=CC2=CC=C1F)O)C1=C(C=2N=C(N=C(C2C=N1)OCC(F)(F)F)OCC12CCCN2CC(C1)=C)F